FC(C=1C=CC=2N(N1)C(=CN2)C2=CC(=NC=N2)N2C(C(N(CC2)C)CCO)C)F 2-(4-(6-(6-(Difluoromethyl)imidazo[1,2-b]pyridazin-3-yl)pyrimidin-4-yl)-1,3-dimethylpiperazin-2-yl)ethan-1-ol